methyl (S)-3-(3-((4-(3-(3-((17-azido-3,6,9,12,15-pentaoxaheptadecyl) carbamoyl)-2-methylphenyl) ureido)benzyl)carbamoyl)pyrrolidin-1-yl)-3-oxopropanoate N(=[N+]=[N-])CCOCCOCCOCCOCCOCCNC(=O)C=1C(=C(C=CC1)NC(NC1=CC=C(CNC(=O)[C@@H]2CN(CC2)C(CC(=O)OC)=O)C=C1)=O)C